tert-butyl (1-(4-(4-(3-ethylpiperazine-1-carboxamido)-2-oxopyrimidin-1(2H)-yl)benzyl)piperidin-4-yl)carbamate C(C)C1CN(CCN1)C(=O)NC1=NC(N(C=C1)C1=CC=C(CN2CCC(CC2)NC(OC(C)(C)C)=O)C=C1)=O